ClC=1C=C(C=C2C=C(N=CC12)NC(=O)[C@H]1[C@@H](C1)C#N)C=1C=NC=CC1N(C)C |r| (±)-trans-N-[8-chloro-6-[4-(dimethylamino)-3-pyridyl]-3-isoquinolyl]-2-cyano-cyclopropanecarboxamide